2-((5-(4-(5-(2-(5-(9-ethyl-6-((methylamino)methyl)-9H-carbazol-2-yl)thiophen-3-yl)ethyl)pyrazin-2-yl)butoxy)-2-((4-fluoro-3-(trifluoromethyl)benzyl)oxy)benzyl)amino)ethan-1-ol C(C)N1C2=CC=C(C=C2C=2C=CC(=CC12)C1=CC(=CS1)CCC=1N=CC(=NC1)CCCCOC=1C=CC(=C(CNCCO)C1)OCC1=CC(=C(C=C1)F)C(F)(F)F)CNC